COC=1C=C2CCN(CC2=CC1NC1=NC=C(C(=N1)N[C@H]1[C@H](CCCC1)C)C(=O)N)C 2-[(6-methoxy-2-methyl-1,2,3,4-tetrahydroisoquinolin-7-yl)amino]-4-{[(1R,2S)-2-methylcyclohexyl]amino}pyrimidine-5-carboxamide